O(S(=O)(=O)C(F)(F)F)C1ON(OCC1)CC1=CC=C(C=C1)OC 1-(4-methoxybenzyl)-2,6-dioxapiperidin-3-yl triflate